3-(3-((3-(2-((3-Chlorophenethyl)amino)butan-2-yl)phenyl)amino)-2,5-dioxo-2,5-dihydro-1H-pyrrol-1-yl)piperidine ClC=1C=C(CCNC(C)(CC)C=2C=C(C=CC2)NC=2C(N(C(C2)=O)C2CNCCC2)=O)C=CC1